3-cyclobutoxy-4-((pyrrolidin-1-ylsulfonyl)carbamoyl)benzoic acid C1(CCC1)OC=1C=C(C(=O)O)C=CC1C(NS(=O)(=O)N1CCCC1)=O